4-bromo-6-ethoxypyrazolo[1,5-a]pyridine-3-carbonitrile BrC=1C=2N(C=C(C1)OCC)N=CC2C#N